1-(4-(4-((2-fluoro-4-((2-(pyrimidin-4-ylamino)pyridin-4-yl)oxy)phenyl)amino)-7H-pyrrolo[2,3-d]pyrimidin-5-yl)piperidin-1-yl)prop-2-en-1-one FC1=C(C=CC(=C1)OC1=CC(=NC=C1)NC1=NC=NC=C1)NC=1C2=C(N=CN1)NC=C2C2CCN(CC2)C(C=C)=O